tert-butyl 2-(4-(5-(3-amino-6-(2-hydroxyphenyl)pyridazin-4-yl)pyridin-2-yl)piperazin-1-yl)acetate NC=1N=NC(=CC1C=1C=CC(=NC1)N1CCN(CC1)CC(=O)OC(C)(C)C)C1=C(C=CC=C1)O